N1-(5-((3',5'-Dichloro-5-((methylamino)methyl)-[4,1'-biphenyl]-3-yl)oxy)pyridin-2-yl)propane-1,3-diamine ClC=1C=C(C=C(C1)Cl)C1=C(C=CC=C1CNC)OC=1C=CC(=NC1)NCCCN